[N+](=O)([O-])C1=C(C=C(C(=C1)[N+](=O)[O-])F)N[C@@H](C(C)C)C(=O)N (2,4-dinitro-5-fluorophenyl)-L-valinamide